C(C=C)N1CCC(CC1)OC1=CC=C(C=C1)C(=O)C=1C2=C(SC1C1=CC=C(C=C1)O)C=C(C=C2)O (4-((1-allylpiperidin-4-yl)oxy)phenyl)(6-hydroxy-2-(4-hydroxyphenyl)benzo[b]thiophen-3-yl)methanone